C(C)(=O)C=1C=C(C(N(C1)CC(F)(F)F)=O)C(=O)O 5-acetyl-2-oxo-1-(2,2,2-trifluoroethyl)-1,2-dihydropyridine-3-carboxylic acid